3,4-Dihydroxybenzoic acid phenethyl ester C(CC1=CC=CC=C1)OC(C1=CC(=C(C=C1)O)O)=O